N-(4-([1,2,4]triazolo[1,5-a]pyridin-7-yloxy)-3-chloro-2-fluorophenyl)-6-(3,6-diazabicyclo[3.1.1]heptan-3-yl)pyrido[3,2-d]pyrimidin-4-amine N=1C=NN2C1C=C(C=C2)OC2=C(C(=C(C=C2)NC=2C1=C(N=CN2)C=CC(=N1)N1CC2NC(C1)C2)F)Cl